(R)-2-(1-(6-fluoro-5-methoxypyridin-3-yl)ethyl)-7-((2-(methylamino)-1H-imidazol-1-yl)methyl)-3,4-dihydroisoquinolin-1(2H)-one FC1=C(C=C(C=N1)[C@@H](C)N1C(C2=CC(=CC=C2CC1)CN1C(=NC=C1)NC)=O)OC